BrC1=CC=CC(=N1)C1=CN=C2N1C=CC(=C2)OC2CC2 3-(6-bromo-2-pyridyl)-7-(cyclopropoxy)imidazo[1,2-a]pyridine